tris(n-hexyl)aluminum C(CCCCC)[Al](CCCCCC)CCCCCC